triethylenetetra-amine NCCNCCNCCN